1-(4-((6-aminohexyl)oxy)phenyl)-8,9-dihydro-2,7,9a-triaza-benzo[cd]Azulene-6(7H)-one NCCCCCCOC1=CC=C(C=C1)C1=NC2=C3C(C(NCCN13)=O)=CC=C2